FC1(C(C1)C1=CC=CC(=N1)C(=O)NC=1C(=C(C=2N(C1)C=C(N2)C2CCNCC2)F)C(C)(C)O)F 6-(2,2-difluorocyclopropyl)-N-(8-fluoro-7-(2-hydroxypropane-2-yl)-2-(piperidin-4-yl)imidazo[1,2-a]pyridin-6-yl)pyridine-2-Formamide